CC=1CC(CCC1C)CCC=O 3,4-dimethyl-3-cyclohexene-1-propanal